CN(C(C[C@H]1CCC=2C1=NNC(C2C(F)(F)F)=O)=O)C2CCN(CC2)C2=NC=C(C=N2)C(F)(F)F |r| rac-N-methyl-2-(3-oxo-4-(trifluoromethyl)-3,5,6,7-tetrahydro-2H-cyclopenta[c]pyridazin-7-yl)-N-(1-(5-(trifluoromethyl)pyrimidin-2-yl)piperidin-4-yl)acetamide